C(#N)C(C1=CC=C(C=C1)F)C1=C(C(=O)N)C=CC=C1NC=1N=NC(=CC1)C1=CC=CC=C1 (cyano(4-fluorophenyl)methyl)-3-((6-phenylpyridazin-3-yl)amino)benzamide